BrC1=CC=C(C=C1)C=1C=C(C(C(N1)=S)C#N)C(F)(F)F 6-(4-bromophenyl)-2-sulfanylidene-4-(trifluoromethyl)-2,3-dihydropyridine-3-carbonitrile